O1COC2=C1C=CC(=C2)NC(C2=CC=C(C=C2)NS(=O)(=O)C2=CC=C(C=C2)Br)=O N-(benzo[d][1,3]dioxol-5-yl)-4-((4-bromophenyl)sulfonamido)benzamide